(S)-3-(6-aminopyridin-3-yl)-2-((tert-butoxycarbonyl)amino)propanoic acid NC1=CC=C(C=N1)C[C@@H](C(=O)O)NC(=O)OC(C)(C)C